Tert-Butyl cis-3-(((fluoromethyl)sulfonyl)amino)-2-((2-phenyl-1,3-thiazol-4-yl)methyl)pyrrolidine-1-carboxylate FCS(=O)(=O)N[C@@H]1[C@@H](N(CC1)C(=O)OC(C)(C)C)CC=1N=C(SC1)C1=CC=CC=C1